Racemic-methyl 4-methyl-2-(pyridin-3-yl)-4,5-dihydrothiazole-4-carboxylate C[C@@]1(N=C(SC1)C=1C=NC=CC1)C(=O)OC |r|